N-{[4-({[(Z)-4-hydroxy-1-adamantyl]methyl}amino)-3-nitrophenyl]sulfonyl}-2-(1H-pyrrolo[2,3-b]pyridin-5-yloxy)benzamide OC1C2CC3(CC(CC1C3)C2)CNC2=C(C=C(C=C2)S(=O)(=O)NC(C2=C(C=CC=C2)OC=2C=C3C(=NC2)NC=C3)=O)[N+](=O)[O-]